1-(1H-Benzo[d]imidazol-5-yl)-5-(4-phenylcyclohexyl)imidazolidin-2-on N1C=NC2=C1C=CC(=C2)N2C(NCC2C2CCC(CC2)C2=CC=CC=C2)=O